4-(thiophene-3-yl)phthalazin-1(2H)-one S1C=C(C=C1)C1=NNC(C2=CC=CC=C12)=O